1,1-bis(trifluoromethyl)-3-buten-1-ol FC(C(CC=C)(O)C(F)(F)F)(F)F